phenylethylamine hydrogen bromide salt Br.C1(=CC=CC=C1)CCN